OCC1=C2CCN(C(C2=CC=C1)C)C(CN1C(C2=CC=CC=C2C1)=O)=O 2-{2-[5-(hydroxymethyl)-1-methyl-1,2,3,4-tetrahydroisoquinolin-2-yl]-2-oxoethyl}-2,3-dihydro-1H-isoindol-1-one